ethyl (2E)-2-(4-oxo-3-oxabicyclo[3.1.0]hexan-2-ylidene)acetate O=C1O\C(\C2CC12)=C\C(=O)OCC